FC1=CC=C2C(=CN(C(C2=C1)=O)C1=C(C(=NC=C1)O)C)C(C)C 7-fluoro-2-(2-hydroxy-3-methylpyridin-4-yl)-4-isopropylisoquinolin-1(2H)-one